CC(C(=O)C1=CC=C(C=C1)SC)(C)N1CCOCC1 2-methyl-2-morpholino-1-(4-methylthiophenyl)-propan-1-one